(R)-1-((8-(3'-(7-cyano-5-(((S)-1-hydroxypropan-2-ylamino)methyl)benzo[d]oxazol-2-yl)-2,2'-dimethyl-biphenyl-3-ylamino)-1,7-naphthyridin-3-yl)methyl)pyrrolidine-3-carboxylic acid C(#N)C1=CC(=CC=2N=C(OC21)C=2C(=C(C=CC2)C2=C(C(=CC=C2)NC=2N=CC=C1C=C(C=NC21)CN2C[C@@H](CC2)C(=O)O)C)C)CN[C@H](CO)C